2,4,6-trimethylpyridine triflate OS(=O)(=O)C(F)(F)F.CC1=NC(=CC(=C1)C)C